N-(1-(2,6-dihydroxy-5'-methyl-4-pentyl-1',2',3',4'-tetrahydro-[1,1'-biphenyl]-3-yl)ethyl)acetamide OC1=C(C(=CC(=C1C(C)NC(C)=O)CCCCC)O)C1CCCC(=C1)C